FC1=C(C(=O)NC2=CC(=NC=C2)C(=O)N)C(=CC=C1OC(F)(F)F)OC1=C(C=C(C=C1)OC(F)(F)F)OCCCCCCCCCCCCCC 4-[[2-fluoro-6-[2-(tridecylmethoxy)-4-(trifluoromethoxy)phenoxy]-3-(trifluoromethoxy)benzoyl]amino]pyridine-2-carboxamide